3-((tert-butyldimethylsilyl)oxy)-N-methylpropanamide [Si](C)(C)(C(C)(C)C)OCCC(=O)NC